C1(CC1)C1=NN(C=N1)C1CC2(CN(C2)C(=O)N2CC(C2)C2=NOC(=N2)C2(CC2)C(F)(F)F)C1 [6-(3-cyclopropyl-1,2,4-triazol-1-yl)-2-azaspiro[3.3]heptan-2-yl]-[3-[5-[1-(trifluoromethyl)cyclopropyl]-1,2,4-oxadiazol-3-yl]azetidin-1-yl]methanone